[OH+]1C(CCC2=CC=CC=C12)C1=CC=CC=C1 flavanium